C(C)(=O)N[C@H]1[C@H](OC(C)=O)O[C@@H]([C@@H]([C@@H]1OC(C)=O)OC(C)=O)COC(C)=O 2-acetamido-1,3,4,6-tetra-O-acetyl-2-deoxy-β-galactopyranose